[Li].FC(S(=O)(=O)C(S(=O)(=O)C(F)(F)F)S(=O)(=O)C(F)(F)F)(F)F tris[(trifluoromethyl)sulfonyl]-methane lithium